1-(4-(3-(2-methoxyphenoxy)benzyl)piperazine-1-carbonyl)-1H-pyrazole-3-carboxylic acid COC1=C(OC=2C=C(CN3CCN(CC3)C(=O)N3N=C(C=C3)C(=O)O)C=CC2)C=CC=C1